3-[1-(3-bromophenyl)ethylsulfanyl]-4-methyl-1,2,4-triazole BrC=1C=C(C=CC1)C(C)SC1=NN=CN1C